3-(3-Oxocyclobutyl)benzoic acid methyl ester COC(C1=CC(=CC=C1)C1CC(C1)=O)=O